ClC=1C=CC(=C(C1)NC(=O)NC1=CC(=NC(=C1)F)F)CCO 1-[5-chloro-2-(2-hydroxyethyl)phenyl]-3-(2,6-difluoropyridin-4-yl)urea